N1=CC=CC=2CN(CCC12)C1=C(C=CCN1CC1=NC=CC=C1)C 6-(7,8-dihydro-5H-1,6-naphthyridin-6-yl)-5-methyl-N-(2-pyridylmethyl)pyridine